(2-(Benzyloxy)-4,6-dihydroxyphenyl)(4-((1-(oxetan-3-yl)ethyl)amino)isoindolin-2-yl)methanone C(C1=CC=CC=C1)OC1=C(C(=CC(=C1)O)O)C(=O)N1CC2=CC=CC(=C2C1)NC(C)C1COC1